OC1(CCN(C2(CC2)C1)C(=O)NC=1C(=NN(C1)COCC[Si](C)(C)C)C1=CC2=C(C=N1)N=NN2CC(C)C)C(F)(F)F 7-Hydroxy-N-(3-(1-isobutyl-1H-[1,2,3]triazolo[4,5-c]pyridin-6-yl)-1-((2-(trimethylsilyl)ethoxy)methyl)-1H-pyrazol-4-yl)-7-(trifluoromethyl)-4-azaspiro[2.5]octane-4-carboxamide